O1C[C@@H](CCC1)CC(=O)O 2-[(3S)-tetrahydropyran-3-yl]acetic acid